3-(5-bromo-1-oxo-3H-isoindol-2-yl)-1-[(4-methoxyphenyl)methyl]piperidine-2,6-dione BrC=1C=C2CN(C(C2=CC1)=O)C1C(N(C(CC1)=O)CC1=CC=C(C=C1)OC)=O